C(\C=C\C)(=O)O.OCC(O)CO glycerine monocrotonate